4-(2-bromo-5-(methoxycarbonyl)-4-nitrophenoxy)-1-benzyloxycarbonylpiperidine BrC1=C(OC2CCN(CC2)C(=O)OCC2=CC=CC=C2)C=C(C(=C1)[N+](=O)[O-])C(=O)OC